tert-butyl (6R,9aR)-6-methyloctahydro-2H-pyrazino[1,2-a]pyrazine-2-carboxylate C[C@@H]1CNC[C@H]2N1CCN(C2)C(=O)OC(C)(C)C